(E)-3-(4-(1-((1-(3-Cyano-4-(4-cyano-3-fluorophenyl)-5-(3-hydroxy-4-(2-hydroxy-2-methylpropoxy)phenyl)pyridin-2-yl)piperidin-4-yl)amino)ethyl)phenyl)-N-hydroxyacrylamide formate C(=O)O.C(#N)C=1C(=NC=C(C1C1=CC(=C(C=C1)C#N)F)C1=CC(=C(C=C1)OCC(C)(C)O)O)N1CCC(CC1)NC(C)C1=CC=C(C=C1)/C=C/C(=O)NO